fluorotriethoxysilane F[Si](OCC)(OCC)OCC